(2R)-2-((3-(3-(4-ethylphenyl)propyl)phenyl)methyl)-1-methylimidazolidin-4-one C(C)C1=CC=C(C=C1)CCCC=1C=C(C=CC1)C[C@H]1N(CC(N1)=O)C